tert-butyl (1S,2S,5R)-2-(hydroxymethyl)-3,8-diazabicyclo[3.2.1]octane-8-carboxylate OC[C@@H]1[C@@H]2CC[C@H](CN1)N2C(=O)OC(C)(C)C